COC1=C(CN2CCC3(CN(C3)C3=CC=CC=4N(C(N(C43)C)=O)C4C(NC(CC4)=O)=O)CC2)C(=CC(=C1)C1=CN(C(C(=C1C)C)=O)C)OC 3-(4-(7-(2,6-dimethoxy-4-(1,4,5-trimethyl-6-oxo-1,6-dihydropyridin-3-yl)benzyl)-2,7-diazaspiro[3.5]non-2-yl)-3-methyl-2-oxo-2,3-dihydro-1H-benzo[d]imidazol-1-yl)piperidine-2,6-dione